ClC=1C=C(C=CC1)C(CO)(C)NC1=NC2=C(N1)C=CC=C2CNC(N(C)C)=O (-)-3-((2-((2-(3-chlorophenyl)-1-hydroxyprop-2-yl)amino)-1H-benzo[d]imidazol-4-yl)methyl)-1,1-dimethylurea